FC(C(=O)NNC(=O)C1=CC(=C(CN(S(=O)(=O)C)C2=CC(=CC=C2)OC)C=C1)F)F N-(4-(2-(2,2-difluoroacetyl)hydrazine-1-carbonyl)-2-fluorobenzyl)-N-(3-methoxyphenyl)methanesulfonamide